C1(=CC=C(C=C1)C(CC(=O)C1=CC=C(C=C1)OC(C)(C)C)=O)C(CC(=O)C1=CC=C(C=C1)OC(C)(C)C)=O 3,3'-(1,4-phenylene)bis[1-(4-tert-butyloxyphenyl)-1,3-propanedione]